7-(Benzyloxy)-3a-methyl-2,3,3a,4-tetrahydro-1H-cyclopenta[b]quinoline C(C1=CC=CC=C1)OC1=CC=2C=C3C(NC2C=C1)(CCC3)C